(S)-2-((R)-7-(tert-butoxycarbonyl)-1-oxo-2,7-diazaspiro[4.4]nonan-2-yl)-2-cyclopentylacetic acid C(C)(C)(C)OC(=O)N1C[C@@]2(CCN(C2=O)[C@H](C(=O)O)C2CCCC2)CC1